(2-((4-(1-isopropyl-1H-benzo[d][1,2,3]triazol-6-yl)pyridin-2-yl)amino)pyridin-4-yl)(morpholinyl)methanone C(C)(C)N1N=NC2=C1C=C(C=C2)C2=CC(=NC=C2)NC2=NC=CC(=C2)C(=O)N2CCOCC2